C(=O)(O)\C=C/C(=O)N[C@H](C(=O)O)[C@@H](C(=O)O)NC(\C=C/C(=O)O)=O (2s,3s)-2,3-bis((Z)-3-carboxyacrylamido)succinic acid